5-(Pyridin-4-yl)-1H-benzo[d]imidazol-2-ol N1=CC=C(C=C1)C1=CC2=C(NC(=N2)O)C=C1